N-benzyl-N-(3-cyano-4-(4-(2-(dimethylamino)ethoxy)piperidin-1-yl)phenyl)benzenesulfonamide C(C1=CC=CC=C1)N(S(=O)(=O)C1=CC=CC=C1)C1=CC(=C(C=C1)N1CCC(CC1)OCCN(C)C)C#N